4-[4-Bromo-3-hydroxy-6-(2-methyl-6-trifluoromethyl-benzyl)-pyridin-2-yl]-4-oxo-butyric acid ethyl ester C(C)OC(CCC(=O)C1=NC(=CC(=C1O)Br)CC1=C(C=CC=C1C(F)(F)F)C)=O